FC=1C=C2C(=NC=3N(C2=CC1)C=NN3)N3CCC(CC3)C=3OC1=C(N3)C=C(C=C1)C 2-(1-(7-fluoro-[1,2,4]triazolo[4,3-a]quinazolin-5-yl)piperidin-4-yl)-5-methylbenzo[d]oxazole